O[C@@H]1C[C@H](N(C1)C(C(C(C)C)C1=CC(=NO1)OC)=O)C=1NC=C(N1)C(=O)N1CC(CCC1)C(=O)NC1=CC=CC=C1 1-[2-[(2S,4R)-4-hydroxy-1-[2-(3-methoxyisoxazol-5-yl)-3-methyl-butyryl]pyrrolidin-2-yl]-1H-imidazole-4-carbonyl]-N-phenyl-piperidine-3-carboxamide